C(C)(C)(C)N([SiH3])C(C)(C)C N,N-di-t-butylsilaneamine